C(C)N(C([C@H](C)N(C1=CC=CC=C1)O)=O)CC (S)-N,N-diethyl-2-(hydroxy(phenyl)amino)propanamide